ethyl (9S,12S,E)-6-(2-(4-(tert-butoxycarbonyl)phenyl)propan-2-yl)-9-(tert-butyl)-12-isopropyl-2,2,5,11,14-pentamethyl-4,7,10-trioxo-3-oxa-5,8,11-triazapentadec-13-en-15-oate C(C)(C)(C)OC(=O)C1=CC=C(C=C1)C(C)(C)C(N(C(OC(C)(C)C)=O)C)C(N[C@H](C(N([C@H](\C=C(\C(=O)OCC)/C)C(C)C)C)=O)C(C)(C)C)=O